C1(CC1)N1C[C@@H](CCC1)NC=1N=NC(=C(N1)C)C1=C(C=C(C=C1)C(F)(F)F)O 2-(3-{[(3R)-1-cyclopropylpiperidin-3-yl]amino}-5-methyl-1,2,4-triazin-6-yl)-5-(trifluoromethyl)phenol